2-hydroxy-1,3-propanediol OC(CO)CO